COC1=CC=C2C(=NC(=NC2=C1)NC(=N)NC1CCN(CC1)C)C 1-(7-Methoxy-4-methylquinazolin-2-yl)-3-(1-methylpiperidin-4-yl)guanidine